2-chloro-6-(ethylsulfanyl)pyridine potassium [K].ClC1=NC(=CC=C1)SCC